[Cl-].[Cl-].C(C)(C)(C)C1=C(C=2CC3=CC(=CC=C3C2C=C1)C(C)(C)C)[Zr+2] (2,7-di-t-butyl-fluorenyl)zirconium dichloride